OC1=C(CNC2=C3N=CN(C3=NC=N2)[C@H]2[C@@H](O)[C@H](O)[C@H](O2)CO)C(=CC=C1)Cl 6-(2-Hydroxy-6-chlorobenzylamino)-9-β-D-arabinofuranosylpurin